2,2-difluoro-2-(5-{2-[(6-methoxy-2-methyl-1,2,3,4-tetrahydroisoquinolin-7-yl)amino]quinazolin-7-yl}pyridin-2-yl)acetamide FC(C(=O)N)(C1=NC=C(C=C1)C1=CC=C2C=NC(=NC2=C1)NC1=C(C=C2CCN(CC2=C1)C)OC)F